(4-(7-fluoroquinolin-4-yl)piperazin-1-yl)(1-(4-methoxybenzoyl)piperidin-3-yl)methanone FC1=CC=C2C(=CC=NC2=C1)N1CCN(CC1)C(=O)C1CN(CCC1)C(C1=CC=C(C=C1)OC)=O